ClC(C(=O)OC)C methyl 2-chloropropionate